N5-(2-fluorophenyl)-N6-(2-fluoro-3-(trifluoromethyl)phenyl)-2-(trifluoromethyl)-1H-imidazo[4,5-b]pyrazine-5,6-diamine FC1=C(C=CC=C1)NC=1N=C2C(=NC1NC1=C(C(=CC=C1)C(F)(F)F)F)NC(=N2)C(F)(F)F